CC(C)CCCCC1C(CCCCCCCCCC)O1 (+)-cis-7,8-epoxy-2-methyloctadecane